(S*)-(3-fluoro-10,11-dihydrodibenzo[b,f]oxepin-10-yl)methanamine FC=1C=CC2=C(OC3=C([C@H](C2)CN)C=CC=C3)C1 |o1:9|